C(CCC(=O)O)(=O)O (R)-succinic acid